CN(C(/C=C/CC[C@H](C(=O)NC=1C(N(C=CC1)CC1=NC2=C(N1CC1=CC=C(C=C1)F)C=CC(=C2)F)=O)CN(C([O-])=O)C)=O)C (S,E)-7-(Dimethylamino)-1-((1-((5-fluoro-1-(4-fluorobenzyl)-1H-benzo[d]imidazol-2-yl)methyl)-2-oxo-1,2-dihydropyridin-3-yl)amino)-1,7-dioxohept-5-en-2-yl-dimethylcarbamat